BrC1=C(C=CC(=C1)OC(F)(F)F)N=C=[Se] 2-bromo-1-isoselenocyanato-4-(trifluoromethoxy)benzene